Cl.Cl.N[C@H](C(=O)OCC(F)(F)F)CCC=1C=NC(=CC1)C1=CC=CC=C1 2,2,2-Trifluoroethyl (S)-2-amino-4-(6-phenylpyridin-3-yl)butanoate dihydrochloride